N-(3-methoxyphenyl)-4-{1-{2-oxo-2-{[3-(trifluoromethyl)phenyl]amino}ethyl}-1H-benzimidazol-2-yl}benzamide COC=1C=C(C=CC1)NC(C1=CC=C(C=C1)C1=NC2=C(N1CC(NC1=CC(=CC=C1)C(F)(F)F)=O)C=CC=C2)=O